O1C=CC2=C1C=CC(=C2)C=2C=C(OC2)C(CCC(=O)OC)=O methyl 4-(4-(benzofuran-5-yl) furan-2-yl)-4-oxobutanoate